aminostilbenesulfonate NC1=C(C(=CC=C1)C=CC1=CC=CC=C1)S(=O)(=O)[O-]